OOOOOOOOOOOOCCCCCCCCCCCCCCCCCCCCCCCCCCNCC(=O)O dodecaoxa-39-azahentetracontane-41-oic acid